N1=C2C(=NC=C1)N=CC(=C2)C=2C=CN1N=C(N=CC12)NC1CC(C1)O 3-((5-(pyrido[2,3-b]pyrazin-7-yl)pyrrolo[2,1-f][1,2,4]triazin-2-yl)amino)cyclobutan-1-ol